ClC1=CC(=C(C(=C1)F)CC(=O)O)F 2-(4-chloro-2,6-difluorophenyl)acetic acid